3-(4-chlorophenyl)thiourea ClC1=CC=C(C=C1)NC(N)=S